3-methoxy-4-[(3-{4-[(1-methylpiperidin-4-yl)amino]-1-(2,2,2-trifluoroethyl)-1H-indol-2-yl}prop-2-yn-1-yl)amino]-N-(oxan-4-yl)benzamide COC=1C=C(C(=O)NC2CCOCC2)C=CC1NCC#CC=1N(C2=CC=CC(=C2C1)NC1CCN(CC1)C)CC(F)(F)F